C(C)(=O)NC1CCC(CC1)C(=O)N(C)[C@H](C(F)(F)F)C1=CC=C(C=C1)Br (S)-4-acetamido-N-(1-(4-bromophenyl)-2,2,2-trifluoroethyl)-N-methylcyclohexane-1-carboxamide